CN1N=CC2=C1C=NC=C2N 1-methyl-1H-pyrazolo[3,4-c]pyridin-4-amine